2,2,4-trimethylhexane-1,6-diol CC(CO)(CC(CCO)C)C